ClC(C(C(F)F)(Cl)Cl)(F)F 1,2,2-trichloro-1,1,3,3-tetrafluoropropane